ClC=1C(=C(C=CC1)NC1=C(C(=O)NC2=CC=C(C=C2)OCCO)C=CC=C1)C 2-((3-chloro-2-methylphenyl)amino)-N-(4-(2-hydroxyethoxy)phenyl)benzamide